4,5-dihydrooxazole-5-carboxylate O1C=NCC1C(=O)[O-]